N-{(2S,3R)-1-(2-cyano-2-methylpropanoyl)-2-[(2,3'-difluoro[1,1'-biphenyl]-3-yl)methyl]-4,4-difluoropyrrolidin-3-yl}ethanesulfonamide C(#N)C(C(=O)N1[C@H]([C@H](C(C1)(F)F)NS(=O)(=O)CC)CC=1C(=C(C=CC1)C1=CC(=CC=C1)F)F)(C)C